FC1=CC(=CC(=N1)N1C(C2=C(N=C(N=C2)C=2N=CSC2)CC1)C)N1CCN(CC1)S(=O)(=O)C 4-[6-[6-fluoro-4-(4-methylsulfonylpiperazin-1-yl)-2-pyridyl]-5-methyl-7,8-dihydro-5H-pyrido[4,3-d]pyrimidin-2-yl]thiazole